cis-oleoyl chloride C(CCCCCCC\C=C/CCCCCCCC)(=O)Cl